4-bromo-1,3-thiazole-5-carbonitrile BrC=1N=CSC1C#N